N-(4-(((2S,4R)-2-methyl-1-propionyl-1,2,3,4-tetrahydroquinolin-4-yl)amino)phenyl)-2-(3-(4-(2-(4-propionylpiperazin-1-yl)ethoxy)phenyl)ureido)acetamide C[C@@H]1N(C2=CC=CC=C2[C@@H](C1)NC1=CC=C(C=C1)NC(CNC(=O)NC1=CC=C(C=C1)OCCN1CCN(CC1)C(CC)=O)=O)C(CC)=O